1-[4-(difluoromethyl)benzenesulfonyl]-5-fluoro-1,2-dihydrospiro[indole-3,4'-piperidine]-1'-carboxylate FC(C1=CC=C(C=C1)S(=O)(=O)N1CC2(CCN(CC2)C(=O)[O-])C2=CC(=CC=C12)F)F